COC([C@H](CC(C)C)N1N=C(C=C(C1=O)C)CCN1CC(C1)F)=O (S)-2-(3-(2-(3-fluoroazetidin-1-yl)ethyl)-5-methyl-6-oxopyridazin-1(6H)-yl)-4-methylpentanoic acid methyl ester